ClC=1C=C(C=CC1F)N(C(C)=O)C1=NC=CC(=C1)[N+](=O)[O-] N-(3-chloro-4-fluorophenyl)-N-(4-nitropyridin-2-yl)acetamide